[N+](=[N-])=CC(=O)OC(C)C1=CC=C(C=C1)Br 2-(4-bromophenyl)-2-ethyl diazoacetate